OC1=CC=C2CN(C(C2=C1)=O)C1C(NC(CC1)=O)=O 3-(6-Hydroxy-1-oxo-2,3-dihydro-1H-isoindol-2-yl)piperidine-2,6-dione